BrC1=C2C=CC=CC2=C(C=C1)CO 5-bromo-8-hydroxymethyl-naphthalen